FC1=C(C=C(C=C1)OC(F)(F)F)NC(OC)=O methyl (2-fluoro-5-(trifluoromethoxy)phenyl)carbamate